C(C)(C)(C)OC(=O)N1C[C@H](CC1)[C@@H](C(=O)OC(C)(C)C)CC1=CC(=CC=C1)S(=O)(=O)Cl (R)-3-((S)-1-(tert-butoxy)-3-(3-(chlorosulfonyl)phenyl)-1-oxopropan-2-yl)pyrrolidine-1-carboxylic acid tert-butyl ester